2,3-bis(lauryloxy)propan-1-amine-TFA Salt OC(=O)C(F)(F)F.C(CCCCCCCCCCC)OC(CN)COCCCCCCCCCCCC